NC1=NC2=CC=C(C=C2C=C1C)C(=O)N(CC1=NC=C(C=C1)C(F)(F)F)[C@H]1CCCC=2C=NNC12 2-amino-3-methyl-N-((7S)-4,5,6,7-tetrahydro-1H-indazol-7-yl)-N-((5-(trifluoromethyl)-2-pyridinyl)methyl)-6-quinolinecarboxamide